3H-[1,2,3]-triazolo[4,5-b]pyridin-3-ol N1=NN(C2=NC=CC=C21)O